(Z)-4-chloro-N-[2-methyl-3-[6-(1-methylpyrazol-4-yl)pyrazolo[1,5-a]pyrazin-4-yl]oxy-phenyl]but-2-enamide ClC\C=C/C(=O)NC1=C(C(=CC=C1)OC=1C=2N(C=C(N1)C=1C=NN(C1)C)N=CC2)C